COCCNC=1N=C(C2=C(N1)C=NC(=C2)N2CCCC2)N[C@H](C)C2=CC(=CC(=C2)C(F)(F)F)[N+](=O)[O-] (R)-N2-(2-methoxyethyl)-N4-(1-(3-nitro-5-(trifluoromethyl)phenyl)ethyl)-6-(pyrrolidin-1-yl)pyrido[3,4-d]pyrimidine-2,4-diamine